C(CC)OCOCC\C=C/CCI (3Z)-6-(propoxymethoxy)-3-hexenyliodide